(imidazo[1,2-a]pyrazin-6-yl)ethanone N=1C=CN2C1C=NC(=C2)C(C)=O